N-(1-(trans-4-ethoxycyclohexyl)-3-(pyrazin-2-yl)-1H-pyrazol-4-yl)-2-(1H-pyrazol-4-yl)oxazole-4-carboxamide C(C)O[C@@H]1CC[C@H](CC1)N1N=C(C(=C1)NC(=O)C=1N=C(OC1)C=1C=NNC1)C1=NC=CN=C1